FC(CS(=O)(=O)[O-])(S(=O)(=O)O)F 2,2-difluoro-2-sulfoethyl-sulfonate